3-(2-(pyridin-2-yl)vinyl)-1-(tetrahydro-2H-pyran-2-yl)-1H-indazole-5-aldehyde N1=C(C=CC=C1)C=CC1=NN(C2=CC=C(C=C12)C=O)C1OCCCC1